1,4-dimethylindol-5-amine CN1C=CC2=C(C(=CC=C12)N)C